CC(C[C@H]1[C@@H](C[C@H]2N(CCC3=CC(=C(C=C23)OC)OCCOC(C#N)C2CC2)C1)O)(C)C 2-(2-{[(2r,3r,11br)-3-(2,2-dimethylpropyl)-2-hydroxy-10-methoxy-1h,2h,3h,4h,6h,7h,11bh-pyrido[2,1-a]isoquinolin-9-yl]oxy}ethoxy)-2-cyclopropylacetonitrile